Cl.ClC1=CC=C(OCCNC2(CCOCC2)C(=O)N[C@@H](C)C2=CC=C(C(=O)O)C=C2)C=C1 4-[(1S)-1-[[4-[2-(4-Chlorophenoxy)ethylamino]tetrahydropyran-4-carbonyl]amino]ethyl]benzoic acid, hydrochloride